2-(6-bromo-4-hydroxy-2-oxo-1,2-dihydroquinolin-3-yl)acetic acid BrC=1C=C2C(=C(C(NC2=CC1)=O)CC(=O)O)O